(R or S)-2-chloro-N-(2-(1-cyclopropyl-2-hydroxy-2-methylpropyl)-3-oxoisoindolin-4-yl)-3-methylbenzamide ClC1=C(C(=O)NC2=C3C(N(CC3=CC=C2)[C@@H](C(C)(C)O)C2CC2)=O)C=CC=C1C |o1:15|